C(C)(C)(C)N1C(C(N(CC1)C1=NC=NC(=C1)C1=CN=C2N1N=C(C=C2)C(F)F)C)CNS(=O)(=O)C N-((1-(tert-Butyl)-4-(6-(6-(difluoromethyl)imidazo[1,2-b]pyridazin-3-yl)pyrimidin-4-yl)-3-methylpiperazin-2-yl)methyl)methanesulfonamide